OC1CCC(CC1)NC(C1=NC(=CC=C1)N1C=NC=C1)=O N-((1s,4s)-4-hydroxycyclohexyl)-6-(1H-imidazol-1-yl)picolinamide